C(C)OC(=O)C1CCC=2C=3C(=NCC(NC3SC12)=S)C1=C(C=CC=C1F)F.OCC[N+](C)(C)C 2-hydroxy-N,N,N-trimethyl-ethylammonium ethyl-13-(2,6-difluorophenyl)-10-thioxo-7-thia-9,12-diazatricyclo[6.5.0.02,6]trideca-1(8),2(6),12-triene-5-carboxylate